5-amino-1-cyclopentyl-3-[2,3-difluoro-4-[[(5-fluoro-2-methoxy-benzoyl)amino]methyl]phenyl]pyrazole-4-carboxamide NC1=C(C(=NN1C1CCCC1)C1=C(C(=C(C=C1)CNC(C1=C(C=CC(=C1)F)OC)=O)F)F)C(=O)N